ClC=1C(=NC(=NC1)N[C@H]1[C@@H](COCC1)O)C=1C=C(C2=C(N(C(=N2)[C@@H]2N(CCC2)C(=O)OC)C(C)C)C1)F methyl (R)-2-(6-(5-chloro-2-(((3S,4R)-3-hydroxytetrahydro-2H-pyran-4-yl)amino)pyrimidin-4-yl)-4-fluoro-1-isopropyl-1H-benzo[d]imidazol-2-yl)pyrrolidine-1-carboxylate